N-(3-cyclopropyl-1H-pyrazol-5-yl)pyrrolidine-3-carboxamide C1(CC1)C1=NNC(=C1)NC(=O)C1CNCC1